NC1=C(C=CC(=N1)CO)Br (6-amino-5-bromo-2-pyridinyl)methanol